C(C)OC(=O)C1C2C=CC(C1C(=O)OCC)CC2 bicyclo[2.2.2]oct-5-ene-2,3-dicarboxylic acid diethyl ester